(2-fluoronaphthalen-1-yl)boronic acid FC1=C(C2=CC=CC=C2C=C1)B(O)O